(2S)-10-[(2-chloro-5-fluoro-pyrimidin-4-yl)amino]-2-cyclopropyl-3,3,9-trifluoro-7-methyl-2,4-dihydro-1H-[1,4]oxazepino[2,3-c]quinolin-6-one ClC1=NC=C(C(=N1)NC1=CC=2C3=C(C(N(C2C=C1F)C)=O)OCC([C@@H](N3)C3CC3)(F)F)F